N-(2,4-dichlorophenyl)-2-(N-(1-methylpiperidin-4-yl)benzenesulfonamido)acetamide ClC1=C(C=CC(=C1)Cl)NC(CN(S(=O)(=O)C1=CC=CC=C1)C1CCN(CC1)C)=O